N1C=NC(=C1)C=O 4-imidazolecarboxaldehyde